2-chloro-4-(2,5-difluorophenyl)pyridine-3-carbaldehyde ClC1=NC=CC(=C1C=O)C1=C(C=CC(=C1)F)F